ClC1=C(C(=CC=C1)Cl)C=1SC=C(N1)C(=O)N1CCC2(CC1)[C@@H](C1=CC=CC=C1C2)N (1S)-1'-[2-(2,6-dichlorophenyl)-1,3-thiazole-4-carbonyl]-1,3-dihydrospiro[indene-2,4'-piperidine]-1-amine